5-(6-Chloro-1-methyl-9H-pyrido[3,4-b]indol-8-yl)-pyrimidin-2-ylamine ClC=1C=C2C3=C(NC2=C(C1)C=1C=NC(=NC1)N)C(=NC=C3)C